7-(2-methylfuran-3-yl)-8-(pyridin-4-yl)imidazo[1,2-c]pyrimidin-5-amine CC=1OC=CC1C1=C(C=2N(C(=N1)N)C=CN2)C2=CC=NC=C2